(9H-fluoren-9-yl)methyl (4S)-4-((2-(2-methoxyethoxy)ethoxy)methyl)-1,2,3-oxathiazolidine-3-carboxylate 2-oxide COCCOCCOC[C@@H]1N(S(OC1)=O)C(=O)OCC1C2=CC=CC=C2C=2C=CC=CC12